2-methyl-propanoyl chlorid CC(C(=O)Cl)C